(E)-1-(3-Cyclopropoxy-4-methoxystyryl)-2,6-dimethylpyridin-4(1H)-one C1(CC1)OC=1C=C(/C=C/N2C(=CC(C=C2C)=O)C)C=CC1OC